N1=C(C=CC=C1)NC(CCC1OCCC1)=O N-(pyridin-2-yl)-3-(tetrahydrofuran-2-yl)propionamide